S1C=CC2=C1[C@H](OCC2)N(C)C (S)-(4,5-dihydro-7H-thieno[2,3-c]pyran-7-yl)-N-methyl-methylamine